1-(5-hydroxy-2-methylbenzofuran-3-yl)ethanone OC=1C=CC2=C(C(=C(O2)C)C(C)=O)C1